ClC=1C(=C2CCCCN2C1C(C(N[C@@H](C(F)(F)F)C)=O)=O)C(=O)NC=1C=NC(=C(C1)C)F (R)-2-chloro-N-(6-fluoro-5-methylpyridin-3-yl)-3-(2-oxo-2-((1,1,1-trifluoropropan-2-yl)amino)acetyl)-5,6,7,8-tetrahydroindolizine-1-carboxamide